ClC1=CC=C(C=C1)C=1CC2(COC2)CCC1CN1CCC(=CC1)C1=CC=C(C(=O)N)C=C1 4-(1-((6-(4-chlorophenyl)-2-oxaspiro[3.5]non-6-en-7-yl)methyl)-1,2,3,6-tetrahydropyridin-4-yl)benzamide